C12CN(CC(CC1)C2)CC2=CC1=C(C(N(C=C1C(F)(F)F)C1=CC(=CC=C1)C1(CCC1)C1=NN=CN1C)=O)N2 2-(3-azabicyclo[3.2.1]oct-3-ylmethyl)-6-[3-[1-(4-methyl-1,2,4-triazol-3-yl)cyclobutyl]phenyl]-4-(trifluoromethyl)-1H-pyrrolo[2,3-c]pyridin-7-one